C(C(O)C1=CC=CC=C1)(=O)N mandelamid